quinazolinal N1=C(N=CC2=CC=CC=C12)C=O